(+/-)-(3E)-3-methyl-4-(2,6,6-trimethyl-2-cyclohexen-1-yl)-3-buten-2-one C/C(/C(C)=O)=C\[C@H]1C(=CCCC1(C)C)C |r|